Methyl 6-((4-(2,6-dimethylmorpholino) phenyl) amino)-1-methyl-1H-indole-3-carboxylate CC1OC(CN(C1)C1=CC=C(C=C1)NC1=CC=C2C(=CN(C2=C1)C)C(=O)OC)C